(2,2-dimethoxyethoxy)ethanol methyl-O-acetyl-N-(O-(tert-butyldimethylsilyl)-N-(2-((R)-3-((ethoxycarbonyl)amino)pyrrolidin-1-yl)thiazole-4-carbonyl)-L-seryl)-L-serinate CN([C@@H](COC(C)=O)C(=O)OC(C)OCC(OC)OC)C([C@@H](NC(=O)C=1N=C(SC1)N1C[C@@H](CC1)NC(=O)OCC)CO[Si](C)(C)C(C)(C)C)=O